ClC1=CC(=CS1)CCNN [2-(5-chlorothiophene-3-yl)ethyl]hydrazine